CC1(CN(CC2=CC=CC=C12)C=O)C=1C=NN(C1)C [4-methyl-4-(1-methylpyrazol-4-yl)-1,3-dihydroisoquinolin-2-yl]methanone